Cl.FC=1C(=NC(=NC1)NC1=NC=2CCNCC2C=C1)C1=CC=C2C(C(N(C2=C1)C(C)C)=O)=O 6-(5-fluoro-2-((5,6,7,8-tetrahydro-1,6-naphthyridin-2-yl)amino)pyrimidin-4-yl)-1-isopropylindole-2,3-dione hydrochloride